3,3-difluoro-4-(trifluoromethylsulfonyloxy)-2,6-dihydropyridine-1-carboxylic acid tert-butyl ester C(C)(C)(C)OC(=O)N1CC(C(=CC1)OS(=O)(=O)C(F)(F)F)(F)F